C(CCC)[Si](C[Si](OC)(OC)OC)(OC)OC 1-n-butyl-1,1,3,3,3-pentamethoxy-1,3-disilapropane